5-(4-amino-2-methylphenyl)-2,7-dimethyl-7H-pyrrolo[2,3-d]pyrimidin-4-amine NC1=CC(=C(C=C1)C1=CN(C=2N=C(N=C(C21)N)C)C)C